hexamethylenebissemicarbazide N(NC(=O)N)CCCCCCNNC(=O)N